FC1=CC(=CC2=C1N=CN2CC2OCCC2)C(=O)O 7-fluoro-3-(tetrahydrofuran-2-ylmethyl)-3H-benzoimidazole-5-carboxylic acid